C(C)OC(C(C(=O)OCC)=CC1=C(C=CC=C1)OCCC)=O 2-propoxybenzylidene-malonic acid diethyl ester